(2S,4R)-1-(2-(3-acetyl-5-(2-methylpyrimidin-5-yl)-1H-indazol-1-yl)acetyl)-4-fluoro-N-(4-hexanamidocyclohexyl)pyrrolidine-2-carboxamide C(C)(=O)C1=NN(C2=CC=C(C=C12)C=1C=NC(=NC1)C)CC(=O)N1[C@@H](C[C@H](C1)F)C(=O)NC1CCC(CC1)NC(CCCCC)=O